C(C)(C)OC1=C(C=CC=C1)C1=NOC(=N1)C=1C=C2C=NN(C2=CC1)C(C)C 3-(2-isopropoxy-phenyl)-5-(1-isopropyl-1H-indazol-5-yl)-1,2,4-oxadiazole